5'-methoxy-2',6-dimethyl-N-[6-(4-methylpiperidin-1-yl)-[1,3]thiazolo[4,5-b]pyrazine-2-yl]-[4,4'-bipyridine]-3-carboxamide COC=1C(=CC(=NC1)C)C1=C(C=NC(=C1)C)C(=O)NC=1SC=2C(=NC=C(N2)N2CCC(CC2)C)N1